7-difluoromethoxy-5-methylindole-3-amine FC(OC=1C=C(C=C2C(=CNC12)N)C)F